8-chloro-1-methyl-2-oxo-1,7-naphthyridine-3-carboxylic acid ClC=1N=CC=C2C=C(C(N(C12)C)=O)C(=O)O